C1(=CC(=CC=C1)C#N)C1=CC=CC=C1 [1,1'-biphenyl]-3-nitrile